tert-butyl 4-(5-carbamoyl-4-((6-cyclopropylpyridin-3-yl)amino)pyrimidin-2-yl)-3-methylpiperazine-1-carboxylate C(N)(=O)C=1C(=NC(=NC1)N1C(CN(CC1)C(=O)OC(C)(C)C)C)NC=1C=NC(=CC1)C1CC1